6-((isobutylamino)methyl)-N-(3-((1s,3s)-3-methyl-1-(4-methyl-4H-1,2,4-triazol-3-yl)cyclobutyl)phenyl)imidazo[1,2-a]pyridine-8-carboxamide C(C(C)C)NCC=1C=C(C=2N(C1)C=CN2)C(=O)NC2=CC(=CC=C2)C2(CC(C2)C)C2=NN=CN2C